5-fluoro-7-((1-(1-(piperidin-4-yl)azetidin-3-yl)piperidin-4-yl)methoxy)-2-(((tetrahydro-2H-pyran-4-yl)oxy)methyl)quinazolin-4(3H)-one FC1=C2C(NC(=NC2=CC(=C1)OCC1CCN(CC1)C1CN(C1)C1CCNCC1)COC1CCOCC1)=O